2-(4-thiophenyl)-2-morpholino-1-propanone S1C=CC(=C1)C(C=O)(C)N1CCOCC1